C(C)OC(=O)[C@H]1[C@](CN(CC1)CC1=CC=CC=C1)(C[N+](=O)[O-])O Trans-1-benzyl-3-hydroxy-3-(nitromethyl)piperidine-4-carboxylic acid ethyl ester